ClC=1C(=C(C(=CC1)N1N=NN=C1)C=CC(=O)N1CC2=CC=CC=C2CC1)F 2-(3-(3-chloro-2-fluoro-6-(1H-tetrazol-1-yl)phenyl)acryloyl)-1,2,3,4-tetrahydroisoquinoline